4-(4,4,5,5-tetramethyl-1,3,2-dioxaborolan-2-yl)-1-(3,3,3-trifluoropropyl)pyrazole CC1(OB(OC1(C)C)C=1C=NN(C1)CCC(F)(F)F)C